N-((1R)-3-cyano-3-azabicyclo[3.1.0]hexan-1-yl)-5-(4-((4-fluorophenyl)thio)pyridin-3-yl)-1H-pyrazole-3-carboxamide C(#N)N1C[C@]2(CC2C1)NC(=O)C1=NNC(=C1)C=1C=NC=CC1SC1=CC=C(C=C1)F